ClC1=CC=C(C=C1)C=1N=C2N(C=CC=C2)C1CN1C2CN(C(C1)CC2)C(=O)C2=C(C=CC=C2)F (+)-(5-{[2-(4-Chlorophenyl)imidazo[1,2-a]pyridin-3-yl]methyl}-2,5-diazabicyclo[2.2.2]oct-2-yl)(2-fluorophenyl)methanon